(3R)-3-(4-methyl-2-(4-methyl-2-oxopyridin-1(2H)-yl)pentanamido)-3-(5-((S)-2-methylpiperidin-1-yl)pyridin-3-yl)propanoic acid CC(CC(C(=O)N[C@H](CC(=O)O)C=1C=NC=C(C1)N1[C@H](CCCC1)C)N1C(C=C(C=C1)C)=O)C